Phosphorylcholine P(=O)#C[N+](CCO)(C)C